O=O.[Y] yttrium oxyoxide